COC(NC(CNC1=NC=CC(=N1)Br)C)=O (1-((4-bromopyrimidin-2-yl)amino)propan-2-yl)carbamic acid methyl ester